Cl.C([2H])([2H])([2H])NN (methyl-d3)hydrazine hydrochloride